FC=1C=C(C=CC1C=1C=NC(=CC1)C=1N=NN(N1)C1CC1)N1C(O[C@@H](C1)CO)=O (S)-3-(3-fluoro-4-(6-(2-cyclopropyl-2H-tetrazol-5-yl)pyridin-3-yl)phenyl)-5-(hydroxylmethyl)oxazolidin-2-one